benzyl-trimethyl-phosphorus hydroxide C(C1=CC=CC=C1)P(C)(C)(C)O